3-(5-(3-cis-(trifluoromethoxy)cyclobutyl)-1,3,4-oxadiazol-2-yl)bicyclo[1.1.1]pentan-1-amine HCl salt Cl.FC(OC1(CCC1)C1=NN=C(O1)C12CC(C1)(C2)N)(F)F